CO[C@H]1CN(CC1)C(=O)C1=CC=C2C(=CNC2=C1)C1=NC(=NC=C1C(F)(F)F)N[C@@H]1CNCCC1 [(3R)-3-methoxypyrrolidin-1-yl]-[3-[2-[[(3S)-3-piperidyl]amino]-5-(trifluoromethyl)pyrimidin-4-yl]-1H-indol-6-yl]methanone